O1C(CCCC1)C(=O)O oxanic acid